3-(4-(tert-butyl)phenyl)-1-cyclopropyl-5-(pyrrolidin-1-ylmethyl)-1H-1,2,4-triazole C(C)(C)(C)C1=CC=C(C=C1)C1=NN(C(=N1)CN1CCCC1)C1CC1